(R)-1-(5-((4-(cyclohexylmethyl)-3-(difluoromethyl)piperazin-1-yl)methyl)pyrazolo[1,5-a]pyridin-3-yl)dihydropyrimidine-2,4(1H,3H)-dione C1(CCCCC1)CN1[C@H](CN(CC1)CC1=CC=2N(C=C1)N=CC2N2C(NC(CC2)=O)=O)C(F)F